2,2'-{[14-(naphthalen-1-yl)-14H-dibenzo[a,j]xanthene-2,12-diyl]bis(oxyethane-2,1-diyloxy[1,1'-binaphthalene]-2',2-diyloxy)}di(ethan-1-ol) C1(=CC=CC2=CC=CC=C12)C1C=2C3=C(C=CC2OC=2C=CC4=C(C12)C=C(C=C4)OCCOC4=C(C1=CC=CC=C1C=C4)C4=C(C=CC1=CC=CC=C41)OCCO)C=CC(=C3)OCCOC3=C(C4=CC=CC=C4C=C3)C3=C(C=CC4=CC=CC=C34)OCCO